ethyl 2-((tert-butyldimethylsilyl)oxy)propanoate [Si](C)(C)(C(C)(C)C)OC(C(=O)OCC)C